4-((2-azaspiro[3.3]heptan-6-ylamino)methyl)benzenesulfonamide 2,2,2-trifluoroacetate FC(C(=O)O)(F)F.C1NCC12CC(C2)NCC2=CC=C(C=C2)S(=O)(=O)N